3-bromo-4-(tert-butyl)-2-iodopyridine BrC=1C(=NC=CC1C(C)(C)C)I